FC=1C=2N(C=C(C1)NC(=O)C1=CC=3C(=NC=CC3)S1)C=C(N2)C N-(8-fluoro-2-methylimidazo[1,2-a]pyridin-6-yl)thieno[2,3-b]pyridine-2-carboxamide